4,4'-dinitrochalcone [N+](=O)([O-])C1=CC=C(C=C1)\C=C\C(=O)C1=CC=C(C=C1)[N+](=O)[O-]